S(=O)(=O)(C1=CC=C(C)C=C1)OCCCC1CCN(CC1)C(=O)OC(C)(C)C tert-butyl 4-(3-(tosyloxy)propyl)piperidine-1-carboxylate